FC=1C=C(CNC(C)C)C=CC1 N-(3-Fluorobenzyl)propan-2-amine